CON(C(=O)[C@H]1NCC(C1)C1=CC=C(C=C1)C(F)(F)F)C (2S)-N-methoxy-N-methyl-4-(4-(trifluoromethyl)phenyl)pyrrolidine-2-carboxamide